2-(2-aminopyrimidin-5-yl)-N-(3,5-dichloro-4-(2,6-dioxopiperidin-3-yl)benzyl)-2-methylpropanamide NC1=NC=C(C=N1)C(C(=O)NCC1=CC(=C(C(=C1)Cl)C1C(NC(CC1)=O)=O)Cl)(C)C